ethyl 5-(3-(1-(tert-butoxycarbonyl) azetidin-3-yl) ureido)-3-methylthiophene-2,4-dicarboxylate C(C)(C)(C)OC(=O)N1CC(C1)NC(NC1=C(C(=C(S1)C(=O)OCC)C)C(=O)[O-])=O